N-acetyloxy-1-(4-phenylsulfanylphenyl)-3-cyclohexylpropane-1-on-2-imine C(C)(=O)ON=C(C(=O)C1=CC=C(C=C1)SC1=CC=CC=C1)CC1CCCCC1